C1(CC1)[C@H](C(C)(C)O)N1C(C=2C(=NC=CC2C1)C1=CC=C(C=C1)C=1C=NN(C1)C)=O (R)-2-(1-cyclopropyl-2-hydroxy-2-methylpropyl)-4-(4-(1-methyl-1H-pyrazol-4-yl)phenyl)-1,2-dihydro-3H-pyrrolo[3,4-c]pyridin-3-one